diacryl-4,7,10-trioxa-1,13-tridecanediamine C(=O)(C=C)C(CCOCCOCCOCCCN)(N)C(=O)C=C